FC1=NN2C3=C1C(NCCOC1=C(C(NC(=N3)C=C2)C(C)C)C=CC=N1)=O fluoro-13-(propan-2-yl)-6,7,13,14-tetrahydro-1,15-ethenopyrazolo[4,3-f]pyrido[3,2-l][1,4,8,10]oxatriazacyclotridecin-4(5H)-one